[F-].C[NH+]1C=C(C=C1)CC 1-methyl-3-ethylpyrrolium fluoride salt